(1-(pyridin-3-yl)-1H-indol-5-yl)acrylamide Ethyl-(2E)-3-(6-{[(6-chloro-1H-indol-3-yl)sulfonyl]amino}-2,5-difluoropyridin-3-yl)prop-2-enoate C(C)OC(\C=C\C=1C(=NC(=C(C1)F)NS(=O)(=O)C1=CNC2=CC(=CC=C12)Cl)F)=O.N1=CC(=CC=C1)N1C=CC2=CC(=CC=C12)C(C(=O)N)=C